5-(2-chloro-5-(trifluoromethyl)phenyl)-2-(((2-(dimethylamino)ethyl)amino)methylene)cyclohexane ClC1=C(C=C(C=C1)C(F)(F)F)C1CCC(CC1)=CNCCN(C)C